[O-2].C1(=CC=CC=C1)[Ti+2]C1=CC=CC=C1 diphenyl-titanium oxide